allyl-methyl-malonate C(C=C)C(C(=O)[O-])(C(=O)[O-])C